C[Si](Cl)(CCCCCCCCCCCCCCCCCC)C dimethyloctadecyl-(chloro)silane